P(OC1=CC=CC=C1)OC(C1=C(C=C(C=C1C)C)C)=O.[Na] sodium phenyl (2,4,6-trimethylbenzoyl) phosphonite